1-cyclopropyl-3,3-dimethyl-5-phenylpiperazine C1(CC1)N1CC(NC(C1)C1=CC=CC=C1)(C)C